C(C1=CC=CC=C1)OC([C@H](OCNC(CNC([C@@H](NC(OCC1C2=CC=CC=C2C=2C=CC=CC12)=O)CC1=CC=CC=C1)=O)=O)C)=O (5S,13R)-5-benzyl-1-(9H-fluoren-9-yl)-13-methyl-3,6,9-trioxo-2,12-dioxa-4,7,10-triazatetradecane-14-oic acid benzyl ester